FC1(CN(CC1)C1CCC(CC1)N)F 4-(3,3-difluoropyrrolidin-1-yl)cyclohexan-1-amine